tert-Butyl 8-methylene-11-oxo-3,4,8,9,10,11-hexahydro-1H-pyrido[4',3':3,4]-pyrazolo[1,5-a]azepine-2(7H)-carboxylate C=C1CCC(C=2N(C1)N=C1C2CN(CC1)C(=O)OC(C)(C)C)=O